Cl.Cl.FC1=NC=CC(=C1)N1CC2(C1)CNCC2 2-(2-fluoropyridin-4-yl)-2,6-diazaspiro[3.4]octane dihydrochloride